CCCCCCCCCCCCCCCCCCCCC(=O)O[C@H](COC(=O)CCCC/C=C\C/C=C\C/C=C\C/C=C\CC)COP(=O)(O)OC[C@@H](C(=O)O)N 1-(6Z,9Z,12Z,15Z-octadecatetraenoyl)-2-heneicosanoyl-glycero-3-phosphoserine